C(C)(C)C1=C(CC=2C(=NC(=NC2)NC2=NC=CC=N2)N)C=C(C(=C1)OC)OC 5-(2-Isopropyl-4,5-dimethoxy-benzyl)-N*2*-pyrimidin-2-yl-pyrimidine-2,4-diamine